2-(3-(3-(2,4-difluorophenyl)-4-oxo-3,4-dihydro-phthalazin-1-yl)phenyl)-2-methylpropanenitrile FC1=C(C=CC(=C1)F)N1N=C(C2=CC=CC=C2C1=O)C=1C=C(C=CC1)C(C#N)(C)C